FC1=C(C=CC=C1F)[C@@H]1N(OCC1)C1=CC(=NC=N1)NC=1C(=NC(=C(C1)C=1C=NN(C1)C)N1CCN(CC1)C)OC (R)-6-(3-(2,3-difluorophenyl)isoxazolidin-2-yl)-N-(2-methoxy-5-(1-methyl-1H-pyrazol-4-yl)-6-(4-methylpiperazin-1-yl)pyridin-3-yl)pyrimidin-4-amine